(4-((3-(7-((3-azabicyclo[3.2.1]octan-8-yl)amino)-3-(2,2,2-trifluoroethyl)benzo[b]thiophen-2-yl)prop-2-yn-1-yl)amino)-3-methoxyphenyl)dimethylphosphine oxide C12CNCC(CC1)C2NC2=CC=CC1=C2SC(=C1CC(F)(F)F)C#CCNC1=C(C=C(C=C1)P(C)(C)=O)OC